2-[3-chloro-4-(trifluoromethyl)anilino]-4-[[(1S)-2-hydroxy-1-phenyl-ethyl]amino]-N-methyl-pyrimidine-5-carboxamide ClC=1C=C(NC2=NC=C(C(=N2)N[C@H](CO)C2=CC=CC=C2)C(=O)NC)C=CC1C(F)(F)F